2-fluoro-3-(3-methoxyphenanthren-2-yl)-4-methylbenzaldehyde FC1=C(C=O)C=CC(=C1C1=CC=2C=CC3=CC=CC=C3C2C=C1OC)C